S(=O)(=O)(ON1[C@@H]2CC[C@H](N(C1=O)C2)C(NS(=O)(=O)CO)=N)O (2S,5R)-2-(N-((hydroxymethyl) sulfonyl) carbamimidoyl)-7-oxo-1,6-diazabicyclo[3.2.1]octan-6-yl hydrogen sulfate